C(N)(=N)N\N=C\C(=O)NC1=C(C=C(C=C1)S(=O)(=O)NC1=CN=CS1)F 5-[[4-[[(2E)-2-(Carbamimidoylhydrazono)acetyl]amino]-3-fluorophenyl]sulfonylamino]thiazol